2-[1-[1-(2,6-dioxo-3-piperidyl)-4-fluoro-3-methyl-2-oxo-benzimidazol-5-yl]-4-piperidyl]-N-[5-fluoro-7-hydroxy-6-(1,1,4-trioxo-1,2,5-thiadiazolidin-2-yl)-2-naphthyl]acetamide O=C1NC(CCC1N1C(N(C2=C1C=CC(=C2F)N2CCC(CC2)CC(=O)NC2=CC1=CC(=C(C(=C1C=C2)F)N2S(NC(C2)=O)(=O)=O)O)C)=O)=O